pent-4-ynonitrile C(CCC#C)#N